(2-(2-(phenylmethoxy)ethoxy)ethyl)-1H-pyrazole-4-carboxylic acid C1(=CC=CC=C1)COCCOCCN1N=CC(=C1)C(=O)O